ClCCN1CCC2(CC1)C(NC1=CC=CC=C12)=O 1'-(2-chloroethyl)-1,2-dihydrospiro[indole-3,4'-piperidin]-2-one